FC=1C(=NC=CC1)CNC(=O)C=1N=C(OC1)CCNCCC1=NC2=C(N1)C=CC(=C2)C2=C(C=CC=C2)OC N-((3-fluoropyridin-2-yl)methyl)-2-(2-((2-(5-(2-methoxyphenyl)-1H-benzo[d]imidazol-2-yl)ethyl)amino)ethyl)oxazole-4-carboxamide